CS(=O)(=O)NC(=O)C1=CC(=C2C(=N1)N(N=C2C(C)C)C2=CC(=NC=C2)N2CCOCC2)N2CCC(CC2)COC N-(methanesulfonyl)-4-[4-(methoxymethyl)piperidin-1-yl]-1-[2-(morpholin-4-yl)pyridin-4-yl]-3-(propan-2-yl)-1H-pyrazolo[3,4-b]pyridine-6-carboxamide